CC1=NOC(=C1)C=1C=CC(=NC1)C(=O)N(C1=NC=CC2=C1C(=CS2)C)[C@H]2CN(CCC2)C(=O)OC(C)(C)C tert-butyl (R)-3-(5-(3-methylisoxazol-5-yl)-N-(3-methylthieno[3,2-c]pyridin-4-yl)picolinamido)piperidine-1-carboxylate